FC1=C2C=CN(C2=C(C=C1)C(=O)NC1CC2(CCC2)C1)CC1=CC=C(C=C1)C1=CC(=NC=C1)C(NC)=O 6-(4-Fluoro-1-(4-(2-(methylcarbamoyl)pyridin-4-yl)benzyl)-1H-indol-7-carboxamido)spiro[3.3]heptan